5-bromo-4-cyclopropyl-6-methoxy-2-propyl-pyrimidine BrC=1C(=NC(=NC1OC)CCC)C1CC1